2,3,3,3-tetrafluoro-2-[1,1,2,3,3,3-hexafluoro-2-(trifluoromethoxy)propoxy]propanol FC(CO)(C(F)(F)F)OC(C(C(F)(F)F)(OC(F)(F)F)F)(F)F